FC1=CC2=C(O[C@]3(CN([C@@H](C3)C(=O)N)C([C@@H](N(C([C@@H](NC(C(F)(F)F)=O)C)=O)C)CC(C)C)=O)C(N2)=O)C=C1 (2R,5'S)-6-fluoro-1'-(N-methyl-N-((2,2,2-trifluoroacetyl)-L-alanyl)-L-leucyl)-3-oxo-3,4-dihydrospiro[benzo[b][1,4]oxazine-2,3'-pyrrolidine]-5'-carboxamide